1,2,3-propanetriol trisacetoacetate C(CC(=O)C)(=O)OCC(COC(CC(=O)C)=O)OC(CC(=O)C)=O